tert-butyl 2-(hydroxymethyl)-2-(methoxymethyl)azetidine-1-carboxylate OCC1(N(CC1)C(=O)OC(C)(C)C)COC